FC(C(=O)O)(F)F.N1N=NN=C1C12CC(C1)(C2)NS(=O)(=O)C2=CC(=C(C=C2)C)C2=CN=C1N2C=C(N=C1N)C(F)(F)F N-(3-(1H-Tetrazol-5-yl)bicyclo[1.1.1]pentan-1-yl)-3-(8-amino-6-(trifluoromethyl)imidazo[1,2-a]pyrazin-3-yl)-4-methylbenzenesulfonamide trifluoroacetate salt